2-(2-fluoro-4-(methylsulfonyl)phenyl)-5-methoxy-N2-methyl-6-(1-methyl-1H-pyrazol-3-yl)-N4-(5-methyl-1H-pyrazol-3-yl)pyrimidine-2,4-diamine FC1=C(C=CC(=C1)S(=O)(=O)C)C1(NC(=C(C(=N1)NC1=NNC(=C1)C)OC)C1=NN(C=C1)C)NC